FC(OC1=NC(=CC(=C1)C1=CN=C2N1C=CC(=C2)OC(C)N(C)C)OC)F ((3-(2-(difluoromethoxy)-6-methoxypyridin-4-yl)imidazo[1,2-a]pyridin-7-yl)oxy)-N,N-dimethylethylamine